9-[6-(7-methylspiro[2H-benzofuran-3,1'-cyclopropane]-4-yl)oxy-3-pyridyl]-7H-purin-8-one CC1=CC=C(C2=C1OCC21CC1)OC1=CC=C(C=N1)N1C2=NC=NC=C2NC1=O